C(C)OC1=NC=C(C(=C1)C1=NN(C=2C1=NC=C(C2)C(=O)NC2(CS(C2)(=O)=O)C)C(C)C)F 3-(2-ethoxy-5-fluoropyridin-4-yl)-1-isopropyl-N-(3-methyl-1,1-dioxidothietan-3-yl)-1H-pyrazolo[4,3-b]pyridine-6-carboxamide